OC1=C(C(=O)C2=CC=CC=C2)C=CC(=C1)OCCC[Si](OCC)(OCC)OCC 2-hydroxy-4-(triethoxysilylpropoxy)benzophenone